4-(4-(4-bromo-3-(pyridin-4-yl)-1H-pyrazol-1-yl)phenyl)-2-methylpiperazine-1-carboxylate BrC=1C(=NN(C1)C1=CC=C(C=C1)N1CC(N(CC1)C(=O)[O-])C)C1=CC=NC=C1